C1[C@H]([C@H](OC2=CC(=CC(=C21)O)O)C3=CC(=O)C(=C4C(=C3)C(=CC(=C4O)O)[C@@H]5[C@@H](CC6=C(C=C(C=C6O5)O)O)O)O)O 1,8-bis(3-α,5,7-trihydroxy-2-α-chromanyl)-5H-benzocyclohepten-5-one